3-((2S)-3-(8-(3-(1-ethyl-1H-pyrazol-4-yl)phenylsulfonyl)-1-oxa-8-azaspiro[4.5]dec-3-ylamino)-2-hydroxypropoxy)-N,N-dimethylbenzenesulfonamide C(C)N1N=CC(=C1)C=1C=C(C=CC1)S(=O)(=O)N1CCC2(CC(CO2)NC[C@@H](COC=2C=C(C=CC2)S(=O)(=O)N(C)C)O)CC1